FC(O[Si](OC(F)(F)F)(OC(F)(F)F)C(C(C(C(C(C(C(C(F)(F)F)(F)F)(F)F)(F)F)(F)F)(F)F)(F)F)(F)F)(C(C(C(C(C(C(C(C(C(C(C(C(C(F)(F)F)(F)F)(F)F)(F)F)(F)F)(F)F)(F)F)(F)F)(F)F)(F)F)(F)F)(F)F)(F)F)F perfluoro(tridecyl)octyl-trimethoxysilane